ethyl 4-(cyclopropylmethyl)-4H-pyrrolo[2,3-d]thiazole-5-carboxylate C1(CC1)CN1C(=CC2=C1N=CS2)C(=O)OCC